OC1=CC=CC=C1C=1N=NC=CC1 6-hydroxyphenyl-pyridazine